(3-((3-carbamoyl-6-cyclopropyl-5-ethylpyrazin-2-yl)amino)phenethyl)carbamic acid tert-butyl ester C(C)(C)(C)OC(NCCC1=CC(=CC=C1)NC1=NC(=C(N=C1C(N)=O)CC)C1CC1)=O